2-(5-chloro-2-methoxypyridin-4-yl)-1-((S)-7'-methyl-6'-(pyrimidin-2-yl)-3',4'-dihydro-1'H-spiro[pyrrolidin-3,2'-[1,8]naphthyridine]-1-yl)propan-1-one ClC=1C(=CC(=NC1)OC)C(C(=O)N1C[C@@]2(NC3=NC(=C(C=C3CC2)C2=NC=CC=N2)C)CC1)C